C1OCC12CNC(CC2=O)=O 2-oxa-6-azaspiro[3.5]nonane-7,9-dione